C(C)(C)(C)OC(NCC1=CC(=C2C=CC=NC2=C1C)C1=CC=C(C=C1)OC(F)(F)F)=O tert-Butyl-N-[[8-methyl-5-[4-(trifluoromethoxy)phenyl]-7-quinolyl]methyl]carbamate